(1R,3S,5R)-2-(2-(3-acetyl-5-(2-methylpyrimidin-5-yl)-1H-indazol-1-yl)acetyl)-N-(6-bromo-5-fluoropyridin-2-yl)-2-azabicyclo[3.1.0]hexane-3-carboxamide C(C)(=O)C1=NN(C2=CC=C(C=C12)C=1C=NC(=NC1)C)CC(=O)N1[C@@H]2C[C@@H]2C[C@H]1C(=O)NC1=NC(=C(C=C1)F)Br